FC=1C(=NC=C(C1)F)CC1CC2(CN(C2)C(=O)N2CC3(C2)CC(C3)N3N=C(N=C3)C3(CC3)O)CC1 [6-[(3,5-difluoro-2-pyridinyl)methyl]-2-azaspiro[3.4]oct-2-yl]-[6-[3-(1-hydroxycyclopropyl)-1,2,4-triazol-1-yl]-2-azaspiro[3.3]heptan-2-yl]methanone